6-(2-(4,7,10-Tris(2-(tert-butoxy)-2-oxoethyl)-1,4,7,10-tetraazacyclododecan-1-yl)acetamido)hexanoic acid C(C)(C)(C)OC(CN1CCN(CCN(CCN(CC1)CC(OC(C)(C)C)=O)CC(OC(C)(C)C)=O)CC(=O)NCCCCCC(=O)O)=O